4-(Benzyloxy)-7-bromo-2,6-dichloro-8-fluoroquinazoline C(C1=CC=CC=C1)OC1=NC(=NC2=C(C(=C(C=C12)Cl)Br)F)Cl